[F-].C(CCCCCCCC)[NH+]1C(=CC=C1)CC 1-nonyl-2-ethylpyrrolium fluoride